3-(4-Fluorophenoxymethyl)-4-methyl-2-(2-methyl-5-phenyl-1,3-thiazol-4-carbonyl)-2-azabicyclo[3.1.1]heptan FC1=CC=C(OCC2N(C3CC(C2C)C3)C(=O)C=3N=C(SC3C3=CC=CC=C3)C)C=C1